C(C)(C)C=1N=C(C2=C(N1)CN(CC2)C(=O)OCCCC)NC=2N=CN(C2)C2=CC(=C(C(=C2)OC)OC)OC butyl 2-isopropyl-4-((1-(3,4,5-trimethoxyphenyl)-1H-imidazol-4-yl)amino)-5,6-dihydropyrido[3,4-d]pyrimidine-7(8H)-carboxylate